N-((2R,3S)-3-amino-2-hydroxy-4-phenylbutyl)-N-isobutyl-4-methoxybenzenesulphonamide N[C@H]([C@@H](CN(S(=O)(=O)C1=CC=C(C=C1)OC)CC(C)C)O)CC1=CC=CC=C1